1-palmitoyl-(5-keto-8-oxo-6-octenoyl)-sn-glycerol C(CCCCCCCCCCCCCCC)(=O)OC([C@@H](O)CO)C(CCCC(C=CC=O)=O)=O